N1(CCC1)CC1(CC1)NC(C(F)(F)C1=CC(=CC=C1)Cl)=O N-(1-(azetidin-1-ylmethyl)cyclopropyl)-2-(3-chlorophenyl)-2,2-difluoroacetamide